2,5-diamino-1,4-benzenedithiol dihydrochloride Cl.Cl.NC1=C(C=C(C(=C1)S)N)S